methyl 5-(difluoromethyl)-1H-triazole-4-carboxylate FC(C1=C(N=NN1)C(=O)OC)F